The molecule is a carbamate ester. It has a role as an EC 3.1.1.7 (acetylcholinesterase) inhibitor, a carbamate insecticide, an agrochemical and an acaricide. It derives from a 3-(methylsulfanyl)butan-2-one oxime. CC(/C(=N\\OC(=O)NC)/C)SC